NC1=NC=NN2C1=C(C(=C2[C@@H](CC)C=2C=NN(C2)C(C)C)C#N)C=2C=NC(=NC2)C(F)(F)F 4-amino-7-{(1S)-1-[1-(propan-2-yl)-1H-pyrazol-4-yl]propyl}-5-[2-(trifluoromethyl)pyrimidin-5-yl]pyrrolo[2,1-f][1,2,4]triazine-6-carbonitrile